BrCC1=C2C(=CC(=C1)O2)CBr (2,6-dibromomethyl-1,4-phenylene) ether